C(CCC)N(CCCNC(C(=C)C)=O)CCCC N-(3-dibutylaminopropyl)methacrylamide